C[SiH](C)[Zr](C1(C(=CC=C1)C)C)C1(C(=C(C(=C1)C)C)C)C dimethylsilyl(1,2,3,4-tetramethylcyclopentadienyl)(1,2-dimethyl-cyclopentadienyl)zirconium